[6-[5-methoxy-3-(trifluoromethyl)pyrazol-1-yl]-3-pyridyl]methanol COC1=CC(=NN1C1=CC=C(C=N1)CO)C(F)(F)F